ClC1=CC=C(\C=C/2\C(N(C(C2)=O)C(CCCCCC[NH-])O)=O)C=C1 (E)-7-(3-(4-chlorobenzylidene)-2,5-dioxopyrrolidinyl)-N-hydroxyheptylamide